C1(CCCCC1)COC1=C(C(=CC=C1)O)C(/C=C/C=1C=C(C(=O)O)C=CC1)=O 3-[(E)-3-[2-(Cyclohexylmethoxy)-6-hydroxyphenyl]-3-oxoprop-1-enyl]benzoic acid